C1(=CC=CC=C1)CC(=O)C1=CC=CC=C1 alpha-phenyl-acetophenone